5-(3-chlorophenyl)-N-isopentyl-7H-pyrrolo[2,3-d]pyrimidin-4-amine ClC=1C=C(C=CC1)C1=CNC=2N=CN=C(C21)NCCC(C)C